1,2-bis(3-chlorophenyl)ethyl ((S)-3-cyclohexyl-1-(((S)-1-hydroxy-3-((S)-2-oxopyrrolidin-3-yl)propan-2-yl)amino)-1-oxopropan-2-yl)carbamate C1(CCCCC1)C[C@@H](C(=O)N[C@H](CO)C[C@H]1C(NCC1)=O)NC(OC(CC1=CC(=CC=C1)Cl)C1=CC(=CC=C1)Cl)=O